9,10-Dimethyl-11-azatricyclo[6.2.1.02,7]undeca-2,4,6,9-tetraene hydrochloride Cl.CC=1C2C3=CC=CC=C3C(C1C)N2